[O].[N].ClC1=CC(=C(C(=O)N)C=C1)NC1=CC=NC=C1 4-chloro-2-(pyridin-4-ylamino)benzamide nitrogen oxygen